4-n-butyl-cyclohexane-1,2-dicarboxylic acid, disodium salt [Na+].[Na+].C(CCC)C1CC(C(CC1)C(=O)[O-])C(=O)[O-]